CC(C)(C)[C@@H](CO)NC(=O)C1=NN(C2=C1C[C@@H]3[C@H]2C3)C4=NC=C[N+](=C4)[O-] (1aR,5aR)-2-(4-Oxy-pyrazin-2-yl)-1a,2,5,5a-tetrahydro-1H-2,3-diaza-cyclopropa[a]pentalene-4-carboxylic Acid ((S)-1-Hydroxymethyl-2,2-dimethyl-propyl)-amide